OC=1C=C(C=CC1C(C)C)C=1OC2=C(C(C1)=O)C=CC=C2 2-(3-hydroxy-4-isopropylphenyl)-4H-benzopyran-4-one